7-fluoro-8-(3-fluoro-5-methylphenyl)-1,4,4,9-tetramethyl-4,5-dihydroimidazo[1,2-a]quinoxaline FC=1C=C2NC(C=3N(C2=C(C1C1=CC(=CC(=C1)C)F)C)C(=CN3)C)(C)C